1-Decyl-2-propylpiperidinium triflat [O-]S(=O)(=O)C(F)(F)F.C(CCCCCCCCC)[NH+]1C(CCCC1)CCC